C(C1=CC(=C(C(=C1)CC)CC(C(=O)N)(C)C)CC)C1=CC(=C(C(=C1)CC)CC(C(=O)N)(C)C)CC N'-[methylenebis(2,6-diethyl-4,1-phenylene)]bis-[2,2-dimethylpropionamide]